[1-[[(1R,2R)-2-[(6-chloro-2,2,7-trimethyl-chroman-4-yl)carbamoyl]cyclopropyl]methyl]-4,4-dimethyl-6-oxo-hexahydropyrimidin-2-ylidene]ammonium ClC=1C=C2C(CC(OC2=CC1C)(C)C)NC(=O)[C@H]1[C@@H](C1)CN1C(NC(CC1=O)(C)C)=[NH2+]